FC1(CCN(CC1)C(=O)C=1C=CC(=NC1)N1N=CC=2CN(CCC21)C(CO)=O)F 1-(1-(5-(4,4-difluoropiperidine-1-carbonyl)pyridin-2-yl)-1,4,6,7-tetrahydro-5H-pyrazolo[4,3-c]pyridin-5-yl)-2-hydroxyethan-1-one